(S)-4-methoxy-6-(1-(1-(1-(vinylsulfonyl)pyrrolidine-3-carbonyl)piperidin-4-yl)-1H-pyrazol-4-yl)pyrazolo[1,5-a]pyridine-3-carbonitrile COC=1C=2N(C=C(C1)C=1C=NN(C1)C1CCN(CC1)C(=O)[C@@H]1CN(CC1)S(=O)(=O)C=C)N=CC2C#N